FC(C12CC(C1)(C2)C2=NC=CC=1N=CNC(C12)=O)(F)F 5-(3-(trifluoromethyl)bicyclo[1.1.1]pentan-1-yl)pyrido[4,3-d]pyrimidin-4(3H)-one